C(C1=CC=CC=C1)N(CCOC1CCC(CC1)OC/C=C/C(=O)NC1CCC(CC1)C(=O)OC(C)(C)C)CC1=CC=CC=C1 tert-butyl (1R,4r)-4-((E)-4-(((1r,4R)-4-(2-(Dibenzylamino) ethoxy)cyclohexyl)oxy) but-2-enamido)cyclohexane-1-carboxylate